[Si](C1=CC=CC=C1)(C1=CC=CC=C1)(C(C)(C)C)OC[C@]12CCCN2C/C(/C1)=C/F (S,E)-7a-(((tert-butyldiphenylsilyl)oxy)methyl)-2-(fluoromethylene)hexahydro-1H-pyrrolizine